CC(C(=O)N(C)C)Br 2-bromo-N,N-dimethylpropanamide